(2S,3R,5R)-4-[[3-(3-Ethyl-4-fluoro-2-methoxy-phenyl)-5-methyl-5-(trifluoromethyl)tetrahydrofuran-2-carbonyl]amino]pyridin-2-carboxamid C(C)C=1C(=C(C=CC1F)[C@@H]1[C@H](O[C@](C1)(C(F)(F)F)C)C(=O)NC1=CC(=NC=C1)C(=O)N)OC